2'''-(2-(4-hydroxybenzyl)-1,4,7,10-tetraazacyclododecane-1,4,7,10-tetrayl) tetraacetate C(C)(=O)ON1C(CN(CCN(CCN(CC1)OC(C)=O)OC(C)=O)OC(C)=O)CC1=CC=C(C=C1)O